3-butoxyethyl-2-propanol C(CCC)OCCCC(C)O